titanium tripropoxide [O-]CCC.[O-]CCC.[O-]CCC.[Ti+3]